BrC1=CC=C(C#N)C=C1 4-Bromo-benzonitrile